OCC=1C=C2C=NC(C2=CC1)=O 5-(hydroxymethyl)isoindol-1-one